C(C)OC(CCC(=O)C1=NC(=CC(=C1O)C#N)CC1=C(C=CC=C1F)F)=O 4-[4-Cyano-6-(2,6-difluoro-benzyl)-3-hydroxy-pyridin-2-yl]-4-oxo-butyric acid ethyl ester